5-(4-fluoronaphthalen-1-yl)-4-hydroxy-4-methylcyclopent-2-en-1-one FC1=CC=C(C2=CC=CC=C12)C1C(C=CC1=O)(C)O